dipropylene glycol dicyanoacetate C(#N)C(C(=O)O)C#N.CC(COC(C)CO)O